ClC=1C=C2C=C(NC2=CC1OCC1=NOC=C1)CNC(N(CC=1C=NNC1)C)=O 3-({5-chloro-6-[(3-isoxazolyl)methoxy]-2-indolyl}methyl)-1-methyl-1-[(4-pyrazolyl)methyl]urea